C(CCCCCCC)C=1C=CC=C2C(NC(C12)=O)=O 7-octylisoindoline-1,3-dione